N1C(=C(C2=CC=CC=C12)C=O)C=O 1H-INDOLE-2,3-DICARBALDEHYDE